(1R,3R)-3-[(7S)-2-[(R)-(5-fluoro-2-methoxyphenyl)(hydroxy)methyl]-6-(methoxycarbonyl)-7-methyl-3H,6H,7H,8H,9H-imidazo[4,5-f]quinolin-3-yl]cyclohexane-1-carboxylic acid FC=1C=CC(=C(C1)[C@H](C=1N(C=2C(=C3CC[C@@H](N(C3=CC2)C(=O)OC)C)N1)[C@H]1C[C@@H](CCC1)C(=O)O)O)OC